ClC=1C=C2C3=C(NC2=CC1)C(N(CC3)C3=NC(=CC(=N3)C)C)CC3CCCCC3 6-chloro-1-(cyclohexylmethyl)-2-(4,6-dimethylpyrimidin-2-yl)-2,3,4,9-tetrahydro-1H-pyrido[3,4-b]indole